4-bromo-2-[3-(3-chlorophenyl)ureido]-N-(2-hydroxy-ethyl)benzamide BrC1=CC(=C(C(=O)NCCO)C=C1)NC(=O)NC1=CC(=CC=C1)Cl